1,3-bis(allyloxy)adamantan C(C=C)OC12CC3(CC(CC(C1)C3)C2)OCC=C